ClC1=NC=C(C(=C1)N1C[C@@H](CC1)NC(C)=O)I (R)-N-(1-(2-chloro-5-iodopyridin-4-yl)pyrrolidin-3-yl)acetamide